(S)-(4-(7-chloropyrazolo[1,5-a]pyridin-2-yl)-6,7-dihydro-1H-imidazo[4,5-c]pyridin-5(4H)-yl)(5-(1-(trifluoromethyl)-1H-pyrazol-4-yl)-1,3,4-oxadiazol-2-yl)methanone ClC1=CC=CC=2N1N=C(C2)[C@H]2N(CCC1=C2N=CN1)C(=O)C=1OC(=NN1)C=1C=NN(C1)C(F)(F)F